5-(4-chloro-2-fluoro-phenyl)-2,3-dimethyl-7-((2S)-2-(3-(trifluoro-methoxy)phenyl)-4-morpholinyl)pyrido-[4,3-d]pyrimidin-4(3H)-one ClC1=CC(=C(C=C1)C1=NC(=CC=2N=C(N(C(C21)=O)C)C)N2C[C@@H](OCC2)C2=CC(=CC=C2)OC(F)(F)F)F